CN1N=C2C=C(C(=CC2=C1)N=C(C1=CC=CC=C1)C1=CC=CC=C1)C(F)(F)F N-(2-methyl-6-(trifluoromethyl)-2H-indazol-5-yl)-1,1-diphenylmethanimine